BrC=1C=CC2=C(C(=N[C@H](C=3N2C(=NN3)SCCCN3CCN(CC3)CCO)CCC(=O)OC)C3=C(C=CC=C3)Cl)C1 methyl (S)-3-(8-bromo-6-(2-chlorophenyl)-1-((3-(4-(2-hydroxyethyl)piperazin-1-yl)propyl)thio)-4H-benzo[f][1,2,4]triazolo[4,3-a][1,4]diazepin-4-yl)propionate